ClC1=CC=C(N=N1)CN[C@@H](COC)C (R)-N-((6-chloropyridazin-3-yl)methyl)-1-methoxypropan-2-amine